N-[2-[tert-butyl(dimethyl)silyl]oxyethyl]-6-fluoro-[1,2,4]triazolo[4,3-a]pyridin-7-amine [Si](C)(C)(C(C)(C)C)OCCNC1=CC=2N(C=C1F)C=NN2